(5-hydroxy-4-oxopyran-2-yl)methyl (E)-3-(1,3-benzodioxol-5-yl)prop-2-enoate O1COC2=C1C=CC(=C2)/C=C/C(=O)OCC=2OC=C(C(C2)=O)O